3,5'-dichloro-2'-(3-(dimethylcarbamoyl)-2-fluorophenyl)-6-methyl-2-oxo-2H-[1,4'-bipyridin]-4-yl trifluoromethanesulfonate FC(S(=O)(=O)OC1=C(C(N(C(=C1)C)C1=CC(=NC=C1Cl)C1=C(C(=CC=C1)C(N(C)C)=O)F)=O)Cl)(F)F